COC1(CNCC1)CN(C)C 1-(3-methoxypyrrolidin-3-yl)-N,N-dimethylmethanamine